1-methyldimethoxysilyl-6-(4-methylpiperazin-1-yl)(methyldiethoxysilylpropylamino)methylsilylhexane C[Si](C(CCCCCN1CCN(CC1)C)[SiH2]CNCCC[Si](OCC)(OCC)C)(OC)OC